COC(C([C@@H](C1=CC(=C(C=C1)C)CN1CCOC2=C(C1)N=C(C=C2)O)C2=C(C1=C(N(N=N1)C)C=C2)C)(C)C)=O (S)-3-(1,4-dimethyl-1H-benzo[d][1,2,3]triazol-5-yl)-3-(3-(((S)-7-hydroxy-2,3-dihydropyrido[2,3-f][1,4]oxazepin-4(5H)-yl)methyl)-4-methylphenyl)-2,2-dimethylpropionic acid methyl ester